C(CC)C1=CC=2C=CC=3C=CNC3C2NS1 3-propyl-1,9-dihydro-[1,2]thiazino[4,3-g]indole